IC=1C(NC(N(C1)CC(=O)O)=O)=O 5-iodouracil-1-acetic acid